ClC1=CC=C(C=C1)C(C(N1CCC2=CC=C(C=C12)OC(F)(F)F)=O)NC=1C=C(COCCC(=O)OCC)C=C(C1)OC ethyl 3-((3-((1-(4-chlorophenyl)-2-oxo-2-(6-(trifluoromethoxy)-indolin-1-yl)ethyl)amino)-5-methoxybenzyl)oxy)propanoate